4-[4-(1,3-Dioxolan-2-yl)piperidin-1-yl]-2,3-dihydro-1H-indole O1C(OCC1)C1CCN(CC1)C1=C2CCNC2=CC=C1